C(C)(CCCCCCCC)O secondary decyl alcohol